2-Amino-N-((8-chloro-1-cyano-5-(2-methyl-1,1-dioxidothiomorpholino)imidazo[1,5-a]pyridin-6-yl)(cyclopropyl)methyl)pyrazolo[1,5-a]pyrimidine-3-carboxamide trifluoroacetate salt FC(C(=O)O)(F)F.NC1=NN2C(N=CC=C2)=C1C(=O)NC(C1CC1)C=1C=C(C=2N(C1N1CC(S(CC1)(=O)=O)C)C=NC2C#N)Cl